ClC=1C=C(NC2(CCC3(C(=CC4=CC=5OC(OC5C=C34)(F)F)C[C@H](COCC3=CC=C(C=C3)OC)C)CC2)C(=O)OC)C=CC1 methyl (1r,4R)-4-(3-chloroanilino)-2',2'-difluoro-6'-{(2R)-3-[(4-methoxyphenyl)methoxy]-2-methylpropyl}-2'H-spiro[cyclohexane-1,5'-indeno[5,6-d][1,3]dioxole]-4-carboxylate